C(C)(=O)OC12CC3(CC(CC(C1)C3)C2)NC=2NC(/C(/N2)=C/C2=CC3=C(N=CS3)C=C2)=O [3-[[(4Z)-4-(1,3-Benzothiazol-6-ylmethylene)-5-oxo-1H-imidazol-2-yl] amino]-1-adamantyl] acetate